C(C)(C)N(C)CC=1SC2=C(N1)C=C(C=C2)C2=CC[C@@H](CN2C(=O)OC(C)(C)C)C tert-butyl (3S)-6-[2-[[isopropyl(methyl)amino]methyl]-1,3-benzothiazol-5-yl]-3-methyl-3,4-dihydro-2H-pyridine-1-carboxylate